(2S)-2-[9H-fluoren-9-ylmethoxycarbonyl-(methyl)amino]non-8-enoic acid C1=CC=CC=2C3=CC=CC=C3C(C12)COC(=O)N([C@H](C(=O)O)CCCCCC=C)C